C(C1=CC=CC=C1)P(OC1=C(C(=CC(=C1)C(C)(CCCCCC)C)O)C1C(CCC(=C1)C)C(=C)C)(OC)=O 6-hydroxy-5'-methyl-4-(2-methyloctan-2-yl)-2'-(prop-1-en-2-yl)-1',2',3',4'-tetrahydro-[1,1'-biphenyl]-2-yl methyl benzylphosphonate